C(C1=CC=CC=C1)(C1=CC=CC=C1)N=C=NC(C1=CC=CC=C1)C1=CC=CC=C1 bis-(benzhydryl)-carbodiimide